N-benzyl-4-(2-ethylindan-2-yl)-N-methyl-1H-imidazole-1-carboxamide C(C1=CC=CC=C1)N(C(=O)N1C=NC(=C1)C1(CC2=CC=CC=C2C1)CC)C